ClC=1C=C2CCO[C@]3(C[C@@H](N([C@@H](C3)C=3N=NN(C3)C)C(C(F)(F)F)=O)C)C2=CC1 ((1S,2'S,6'S)-6-chloro-2'-methyl-6'-(1-methyl-1H-1,2,3-triazol-4-yl)spiro[isochromane-1,4'-piperidin]-1'-yl)-2,2,2-trifluoroethan-1-one